ClC1=C(C=CC=C1F)CC(=O)NC1=CC(=C(C=C1)C=1C=NN(C1)C)S(N)(=O)=O 2-(2-chloro-3-fluorophenyl)-N-[4-(1-methyl-1H-pyrazole-4-yl)-3-sulfamoylphenyl]acetamide